4-(5-(6-((6-Methoxypyridin-3-yl)methyl)-3,6-diazabicyclo[3.1.1]hept-3-yl)pyrazin-2-yl)-6-(2-morpholinylethoxy)pyrazolo[1,5-a]pyridine-3-carbonitrile COC1=CC=C(C=N1)CN1C2CN(CC1C2)C=2N=CC(=NC2)C=2C=1N(C=C(C2)OCCN2CCOCC2)N=CC1C#N